ClC1=CN(C=2C1=NC=C(C2)S(=O)(=O)N2CCC1(C[C@H](CO1)NC[C@@H](COC=1C=C(C=CC1)S(=O)(=O)NC)O)CC2)C 3-((S)-3-((R)-8-(3-chloro-1-methyl-1H-pyrrolo[3,2-b]pyridin-6-ylsulfonyl)-1-oxa-8-azaspiro[4.5]decan-3-ylamino)-2-hydroxypropoxy)-N-methylbenzenesulfonamide